gamma-(3,2-epoxypropoxy)propyltrimethoxysilane C(C1CO1)OCCC[Si](OC)(OC)OC